4-(dimethylamino)benzoic acid 2-butoxyethyl ester C(CCC)OCCOC(C1=CC=C(C=C1)N(C)C)=O